C4-iodo-1-[[1-(3-methoxypropyl)cyclooctyl]methyl]pyrazole IC=1C=NN(C1)CC1(CCCCCCC1)CCCOC